O1COCC2=C1C=CC(=C2)C(N2[C@@H]1CN([C@H](C2)C1)C(=O)N1N=NC2=C1C=CC(=C2)C#N)C2=CC1=C(OCOC1)C=C2 1-((1S,4S)-5-(bis(4H-benzo[d][1,3]dioxin-6-yl)methyl)-2,5-diazabicyclo[2.2.1]heptane-2-carbonyl)-1H-benzo[d][1,2,3]triazole-5-carbonitrile